tert-butyl (1-(3-chlorophenyl)-2-(4-(5-(3-cyano-6-(1-methyl-1H-pyrazol-4-yl)pyrazolo[1,5-a]pyrazin-4-yl)pyridin-2-yl)piperazin-1-yl)-2-oxoethyl)carbamate ClC=1C=C(C=CC1)C(C(=O)N1CCN(CC1)C1=NC=C(C=C1)C=1C=2N(C=C(N1)C=1C=NN(C1)C)N=CC2C#N)NC(OC(C)(C)C)=O